[(1S)-2-[2-[2-[4-[5-[tert-butyl(dimethyl)silyl]oxy-7-fluoro-1-tetrahydropyran-2-yl-indazol-3-yl]pyrazol-1-yl]ethoxy]ethoxy]-1-methyl-ethyl] methanesulfonate CS(=O)(=O)O[C@H](COCCOCCN1N=CC(=C1)C1=NN(C2=C(C=C(C=C12)O[Si](C)(C)C(C)(C)C)F)C1OCCCC1)C